N12CCCCCC2=NCCC1 1,8-Diazabicyclo[5.4.0]undec-7-ene